(R)-2-(6-(1-((t-Butoxycarbonyl)amino)ethyl)-1H-pyrrolo[2,3-b]Pyridin-2-yl)-5-methoxy-3-methylimidazo[1,2-a]Pyridine-7-carboxylic acid ethyl ester C(C)OC(=O)C1=CC=2N(C(=C1)OC)C(=C(N2)C2=CC=1C(=NC(=CC1)[C@@H](C)NC(=O)OC(C)(C)C)N2)C